OCC1CCC(CC1)N(C(=N)NCC1=CC=C(C=C1)[N+](=O)[O-])CC1=CC=C(C=C1)[N+](=O)[O-] 1-((1S,4S)-4-(hydroxymethyl)cyclohexyl)-1,3-bis(4-nitrobenzyl)guanidine